[Na].ClC(CCCCCC[C@H]1CCC[C@@H]1CCCCCCCC)O (+)-chloroprostanol sodium